O=CC[C@H](C1=CC=CC=C1)NC(C)=O (R)-N-(3-OXO-1-PHENYL-PROPYL)-ACETAMIDE